BrC=1C=C2C(C=C(OC2=C(C1)C=C)N1CCOCC1)=O 6-bromo-2-morpholino-8-vinyl-chromen-4-one